5-chloro-2-(4,4-difluoroazepan-1-yl)nicotinic acid methyl ester COC(C1=C(N=CC(=C1)Cl)N1CCC(CCC1)(F)F)=O